bicyclo[2.2.2]Octane-1,4-dicarboxylic acid 1-(1,3-dioxoisoindolin-2-yl) ester 4-methyl ester COC(=O)C12CCC(CC1)(CC2)C(=O)ON2C(C1=CC=CC=C1C2=O)=O